FC(CN1C(=NC2=NC=C(C=C21)C2=CNC=1N=C(N=C(C12)OC)NC1CC(C1)(C(=O)N(C)C)C)C)F (1r,3r)-3-((5-(1-(2,2-difluoroethyl)-2-methyl-1H-imidazo[4,5-b]pyridin-6-yl)-4-methoxy-7H-pyrrolo[2,3-d]pyrimidin-2-yl)amino)-N,N,1-trimethylcyclobutane-1-carboxamide